lauryl-Carboxymethylhydroxyethylimidazolinium C(CCCCCCCCCCC)C=1[N+](CCN1)(CCO)CC(=O)O